((R)-2-(((2R,3S,4R,5R)-5-(6-chloro-4-(cyclopentylamino)-1H-pyrazolo[3,4-d]pyrimidin-1-yl)-3,4-dihydroxytetrahydro-furan-2-yl)methoxy)-3-hydroxy-2-phosphonopropoxy)acetic acid ClC1=NC(=C2C(=N1)N(N=C2)[C@H]2[C@@H]([C@@H]([C@H](O2)CO[C@](COCC(=O)O)(CO)P(=O)(O)O)O)O)NC2CCCC2